4-(4-fluorobenzyl)-1-(2-(pyrimidin-5-yl)nicotinoyl)piperidine-4-carbonitrile FC1=CC=C(CC2(CCN(CC2)C(C2=C(N=CC=C2)C=2C=NC=NC2)=O)C#N)C=C1